(3R)-4-[5-chloro-4-(1-methyl-1H-pyrazol-5-yl)imidazo[1,5-b]pyridazin-2-yl]-3-methylmorpholine ClC=1N=CN2N=C(C=C(C21)C2=CC=NN2C)N2[C@@H](COCC2)C